4-(3-Chloroanilino)-2'-[(2R)-3-hydroxy-2-phenylpropyl]-2',3'-dihydrospiro[cyclohexane-1,1'-indene]-4-carboxylic acid methyl ester COC(=O)C1(CCC2(C(CC3=CC=CC=C23)C[C@@H](CO)C2=CC=CC=C2)CC1)NC1=CC(=CC=C1)Cl